2-(2-amino-ethoxy)-N,N-dimethyl-ethan-1-amine NCCOCCN(C)C